N-(3,5-bis(trifluoromethyl)phenyl)-2,6-diethylbenzenesulfonamide FC(C=1C=C(C=C(C1)C(F)(F)F)NS(=O)(=O)C1=C(C=CC=C1CC)CC)(F)F